phenyl-2-(9,9'-dimethylfluorenyl)-1-spiro-9,9'-bifluorenylamine C1(=CC=CC=C1)NC1=C(C=CC=2C3=CC=CC=C3C3(C4=CC=CC=C4C4=CC=CC=C43)C12)C1=CC=CC=2C4=CC=CC=C4C(C12)(C)C